(2R)-5-chloro-6-(4-formylphenyl)-N-[[3-(2,2,2-trifluoro-1,1-dimethyl-ethyl)-1H-1,2,4-triazol-5-yl]methyl]-2,3-dihydrobenzofuran-2-carboxamide ClC=1C(=CC2=C(C[C@@H](O2)C(=O)NCC2=NC(=NN2)C(C(F)(F)F)(C)C)C1)C1=CC=C(C=C1)C=O